[2-(4-cyclopropyl-6-methoxy-pyrimidin-5-yl)-6-[[3-fluoro-4-[1-methyl-4-(trifluoromethyl)imidazol-2-yl]phenyl]methoxy]pyrimidin-4-yl]methanol C1(CC1)C1=NC=NC(=C1C1=NC(=CC(=N1)CO)OCC1=CC(=C(C=C1)C=1N(C=C(N1)C(F)(F)F)C)F)OC